C(CCC)C1=NC(=C(C(N1C1=C(C=CC=C1OC)OC)=O)CC=1C=NC(=CC1)C1=CC=C(C=C1)Cl)O 2-butyl-5-{[6-(4-chlorophenyl)pyridin-3-yl]methyl}-3-(2,6-dimethoxyphenyl)-6-hydroxy-3,4-dihydropyrimidin-4-one